sodium tetrakis(3,5-bis-(trifluoromethyl)phenyl)borate FC(C=1C=C(C=C(C1)C(F)(F)F)[B-](C1=CC(=CC(=C1)C(F)(F)F)C(F)(F)F)(C1=CC(=CC(=C1)C(F)(F)F)C(F)(F)F)C1=CC(=CC(=C1)C(F)(F)F)C(F)(F)F)(F)F.[Na+]